NC=1C(=C(C=C2C=C(N=CC12)NC(CCCC(=O)NCCCCNC1=C2C(N(C(C2=CC=C1)=O)C1C(NC(CC1)=O)=O)=O)=O)C=1C=NC=C(C1C)N)F N1-(8-amino-6-(5-amino-4-methylpyridin-3-yl)-7-fluoroisoquinolin-3-yl)-N5-(4-((2-(2,6-dioxopiperidin-3-yl)-1,3-dioxoisoindolin-4-yl)amino)butyl)glutaramide